6-(1-(6-chloropyridin-3-yl)-2-methylpropyl)-2-oxa-6-azaspiro[3.3]heptane ClC1=CC=C(C=N1)C(C(C)C)N1CC2(COC2)C1